FC1(CC2(C1)CC(NCC2)C2=C(C=C(C(=O)OC)C=C2)NC2CC(C2)(F)F)F methyl 4-{2,2-difluoro-7-azaspiro[3.5]nonan-6-yl}-3-[(3,3-difluorocyclobutyl)amino]benzoate